N-(5-cyclopropyl-1H-pyrazol-3-yl)-2-[1-(6-methylpyridin-2-yl)pyrazol-3-yl]acetamide C1(CC1)C1=CC(=NN1)NC(CC1=NN(C=C1)C1=NC(=CC=C1)C)=O